FC1=C(C(=CC(=C1)OC)F)[C@H]1[C@@H](C(NC1)=O)NC(=O)NC=1SC(=CC1)C |o1:10,11| (-)-1-[(3S*,4R*)-4-(2,6-difluoro-4-methoxy-phenyl)-2-oxo-pyrrolidin-3-yl]-3-(5-methyl-thiophen-2-yl)urea